COC1=C(C=C(C=C1)C(=O)OC)B(O)O (2-methoxy-5-(methoxycarbonyl)phenyl)boronic acid